CC1=C(C=C(C=C1)NC(=O)C1C2CCC1CC2)C2=NC=CC=N2 N-(4-methyl-3-pyrimidin-2-ylphenyl)bicyclo[2.2.1]heptane-7-carboxamide